ClC1=NN(C2=NC(=NC=C21)Cl)CC(COC2=NN(C(=C2[N+](=O)[O-])C)C=2N(N=C(C2)C)C)F 3,6-dichloro-1-[3-[1-(2,5-dimethylpyrazol-3-yl)-5-methyl-4-nitro-pyrazol-3-yl]oxy-2-fluoro-propyl]pyrazolo[3,4-d]pyrimidine